ClC1=CC=C(C=C1)SC1CC(N[C@@H]1O)=O (5R)-4-((4-chlorophenyl)thio)-5-hydroxypyrrolidin-2-one